COC1=CC=C(C=N1)C1=C(SC=2N=C3NCCC3C(C12)=O)C 6-methoxypyridin-3-yl-5-methyl-4-thia-2,12-diazatricyclo[7.3.0.03,7]dodeca-1,3(7),5-trien-8-one